C1(=CC=CC=C1)C=1C(C=C)(C=CC(C1)(C)C1=CC=CC=C1)CC=CCCC 2,4-diphenyl-4-methyl-1-pentenylmethylstyrene